OC[C@@H](CC)N1C(C(=CC=C1)C(=O)O)=O 1-[(1R)-1-(hydroxymethyl)propyl]-2-oxo-1,2-dihydropyridine-3-carboxylic acid